N-succinimidyl-4-(2-pyridyldithio)butanoate C1(CCC(N1N1C(C=CC=C1)SSCCCC(=O)[O-])=O)=O